(1R,6S,8aS)-6-methoxy-1,4,4,6-tetramethyloctahydro-1H-5,8a-methano-azulene CO[C@@]1(C2C(C3CC[C@H]([C@]3(CC1)C2)C)(C)C)C